O=C1C2(CC(C2)C(=O)OC)CCN1COCC[Si](C)(C)C methyl 5-oxo-6-((2-(trimethylsilyl)ethoxy)methyl)-6-azaspiro[3.4]octane-2-carboxylate